CC(CC(C)C)NC1=C(C=CC=C1)NC1=CC=CC=C1 N-(1,3-Dimethylbutyl)-N'-phenyl-phenylenediamine